(1-(3-fluorophenyl)-1H-1,2,4-triazol-3-yl)methanone FC=1C=C(C=CC1)N1N=C(N=C1)C=O